NC1=NC=CC=C1C1=NC=2C(=NC(=CC2)C2=CC=CC=C2)N1C=1C=CC(=NC1)NC(=O)C1CCC(CC1)C(=O)O (1r,4r)-4-((5-(2-(2-aminopyridin-3-yl)-5-phenyl-3H-imidazo[4,5-b]pyridin-3-yl)pyridin-2-yl)carbamoyl)cyclohexane-1-carboxylic acid